benzyl 2-[2-(9-[3-amino-6-[2-(methoxymethoxy) phenyl] pyridazin-4-yl]-1-oxa-4,9-diazaspiro[5.5]undecan-4-yl) ethoxy]-7-azaspiro[3.5]nonane-7-carboxylate NC=1N=NC(=CC1N1CCC2(CN(CCO2)CCOC2CC3(C2)CCN(CC3)C(=O)OCC3=CC=CC=C3)CC1)C1=C(C=CC=C1)OCOC